tert-butyl N-[3-(4-bromo-2-methyl-indazol-3-yl)propyl]-N-methyl-carbamate BrC=1C2=C(N(N=C2C=CC1)C)CCCN(C(OC(C)(C)C)=O)C